C(C)(C)(C)C1(CCC1)C(=O)NC1=C2C(=NN1C(=O)OCC)C(NC2)(C)C Ethyl 3-(1-(tert-butyl) cyclobutane-1-carboxamido)-6,6-dimethyl-5,6-dihydropyrrolo[3,4-c]pyrazole-2(4H)-carboxylate